C1(=CC=CC=2C3=CC=CC=C3CC12)C(C(=O)OCC)C(C(=O)OCC)C1=CC=CC=2C3=CC=CC=C3CC12 diethyl 2,3-difluorenylsuccinate